N1CC[C@H](CCC1)CNC1=NN(C(=C1)C1=CC(=C(C#N)C=C1)F)C1=C(C=C(C=C1)N1CCS(CC1)(=O)=O)OC(F)F 4-[3-({[(4S)-azepan-4-yl]methyl}amino)-1-[2-(difluoromethoxy)-4-(1,1-dioxo-1λ6-thio-morpholin-4-yl)phenyl]-1H-pyrazol-5-yl]-2-fluorobenzonitrile